(2R,6R)-4-(7-Cyanopyrazolo[1,5-a]pyridin-4-yl)-6-methyl-N-[(4-methylmorpholin-2-yl)methyl]morpholine-2-carboxamide C(#N)C1=CC=C(C=2N1N=CC2)N2C[C@@H](O[C@@H](C2)C)C(=O)NCC2CN(CCO2)C